C(C)OC(C1=C(C=CC=C1)N(S(=O)(=O)CCCCC)C)=O 2-(N-methylpentylsulfonamido)benzoic acid ethyl ester